7-(diethylamino)-2-oxo-1,2-dihydroquinoline-3-carboxylic acid methyl ester COC(=O)C=1C(NC2=CC(=CC=C2C1)N(CC)CC)=O